1,2-di-t-butyl (2S,4S)-4-(phenylselanyl)pyrrolidine-1,2-dicarboxylate C1(=CC=CC=C1)[Se][C@H]1C[C@H](N(C1)C(=O)OC(C)(C)C)C(=O)OC(C)(C)C